C1C2=C(C=NC=C2)NCN1 Tetrahydropyrido[3,4-d]pyrimidine